C1(CC1)C1=NC2=CC=C(C=C2C=C1C1=CC=CC=C1)NC(=O)NCC(CC)O 1-(2-cyclopropyl-3-phenylquinolin-6-yl)-3-(2-hydroxybutyl)urea